FC1=C(C(=O)NC2=CC(=CC=C2)C(F)(F)F)C=C(C=C1)B1OC(C(O1)(C)C)(C)C 2-fluoro-5-(4,4,5,5-tetramethyl-1,3,2-dioxaborolan-2-yl)-N-(3-(trifluoromethyl)phenyl)benzamide